ClC=1C=C(C=CC1OCC=1C(=C(C=CC1)C1=CC=CC=C1)C)/C=C(/C(=O)OC)\C#N (E)-methyl 3-(3-chloro-4-((2-methyl-[1,1'-biphenyl]-3-yl) methoxy) phenyl)-2-cyanoacrylate